1-(1,3-Dimethyl-1H-pyrazol-4-yl)-7-methoxy-3-methyl-8-(1H-pyrazol-3-yl)-1,3-dihydroimidazo[4,5-c]-quinolin-2-one CN1N=C(C(=C1)N1C(N(C=2C=NC=3C=C(C(=CC3C21)C2=NNC=C2)OC)C)=O)C